5-(5-methyl-1H-pyrazol-4-yl)-N-(4-(piperidin-1-ylmethyl)pyridin-2-yl)thiazolo[5,4-b]pyridin-2-amine CC1=C(C=NN1)C1=CC=C2C(=N1)SC(=N2)NC2=NC=CC(=C2)CN2CCCCC2